C1(CC1)C[C@H](C(=O)OC)OS(=O)(=O)C(F)(F)F Methyl (R)-3-cyclopropyl-2-(((trifluoromethyl)sulfonyl)oxy)propanoate